N-(2-((R)-9-(pyridin-2-yl)-6-oxaspiro[4.5]decan-9-yl)ethyl)-5-(trifluoromethyl)-2,3-dihydro-1H-pyrazin-1-amine N1=C(C=CC=C1)[C@@]1(CCOC2(CCCC2)C1)CCNN1CCNC(=C1)C(F)(F)F